N[C@H]1C2N(CC1CC2)C(=O)C=2C=C(C=1N(C2)N=C(C1C)C=1N(C2=CC=CC=C2C1)CC1CC1)OC ((7R)-7-Amino-2-azabicyclo[2.2.1]heptan-2-yl)(2-(1-(cyclopropylmethyl)-1H-indol-2-yl)-4-methoxy-3-methylpyrazolo[1,5-a]pyridin-6-yl)methanone